(R)-N-((S)-1-phenylethyl)-2-methylpropane-2-sulfinamide C1(=CC=CC=C1)[C@H](C)N[S@](=O)C(C)(C)C